2,5-Dibromothiophen BrC=1SC(=CC1)Br